N-{5-[2-(dimethylamino)ethyl]-1-{[2-(trimethylsilyl)ethoxy]methyl}imidazol-2-yl}-4-methyl-6-phenylpyrimidin-2-amine CN(CCC1=CN=C(N1COCC[Si](C)(C)C)NC1=NC(=CC(=N1)C)C1=CC=CC=C1)C